[Cl-].C(CCCCCCC\C=C/CCCCCCCC)[N+](C)(CCO)CCO oleyl-bis(2-hydroxyethyl)methyl-ammonium chloride